BrCCOC1=CC=C(C=C1)OCCBr 1,4-Bis(2-bromoethoxy)benzene